OC1=CC(=C(C=N1)C1=NC(=CC=C1C(C)=O)N1C=NC2=C1C=CC(=C2)NC=2N=NC(=CC2)C)C(F)(F)F 1-[2-[6-hydroxy-4-(trifluoromethyl)-3-pyridinyl]-6-[5-[(6-methylpyridazin-3-yl)amino]benzimidazol-1-yl]-3-pyridinyl]ethanone